CP(=O)(C1=CC2=C(C(=N1)C1=CN(C3=CN=C(C=C31)NC(C)=O)COC)OCC(O2)C)C N-(3-(7-(dimethylphosphinoyl)-2-methyl-2,3-dihydro-[1,4]dioxino[2,3-c]pyridin-5-yl)-1-(methoxymethyl)-1H-pyrrolo[2,3-c]pyridin-5-yl)acetamide